2-benzhydryl-benzene C(C1=CC=CC=C1)(C1=CC=CC=C1)C1=CC=CC=C1